The molecule is a leukotriene that is leukotriene E4 in which the terminal methyl grop has been oxidised to the corresponding carboxylic acid. It is a L-cysteine thioether, a leukotriene, a non-proteinogenic L-alpha-amino acid, a secondary alcohol and a tricarboxylic acid. It derives from a leukotriene E4. It is a conjugate acid of a 20-carboxyleukotriene E4(2-). C(CCC(=O)O)C/C=C\\C/C=C\\C=C\\C=C\\[C@H]([C@H](CCCC(=O)O)O)SC[C@@H](C(=O)O)N